OC=1C(=C(C=C)C=C(C1O)I)I 3,4-dihydroxy-2,5-diiodostyrene